ClC1=CC(=NC=N1)N1[C@H]2[C@@H](O[C@@](C1)([C@H]2O)CO)N2C(NC(C(=C2)C)=O)=O 1-[(1R,3R,4R,7S)-5-(6-chloropyrimidin-4-yl)-7-hydroxy-1-(hydroxymethyl)-2-oxa-5-azabicyclo[2.2.1]heptane-3-yl]-5-methyl-pyrimidine-2,4-dione